C(C[C@](C)(O)C(=O)[O-])(=O)[O-] (S)-(+)-citramalate